C1(=CC=CC=C1)[C@@H](C)OC(=O)[C@]1(CN(C[C@H]1CC=C)S(NC1CN(C1)C(=O)OC(C)(C)C)(=O)=O)N=[N+]=[N-] |r| (racemic)-trans-(R)-1-phenylethyl-4-allyl-3-azido-1-(N-(1-(tert-butoxycarbonyl)azetidin-3-yl)sulfamoyl)pyrrolidine-3-carboxylate